C(CCCCCCCCCCC)(=O)OCCCCNC(CCC(C(NCCCCOC(CCCCCCCCCCC)=O)=O)NC(CCC(=O)O)=O)=O 4-[[4-(4-dodecanoyloxybutylamino)-1-(4-dodecanoyloxybutylcarbamoyl)-4-oxo-butyl]amino]-4-oxo-butanoic acid